CN1C(C=2N(C=C1C1CCN(CC1)C)N=CC2C2=CC=C(C#N)C=C2)=O 4-(5-methyl-6-(1-methylpiperidin-4-yl)-4-oxo-4,5-dihydropyrazolo[1,5-a]pyrazin-3-yl)benzonitrile